decanediamine nonanedioate C(CCCCCCCC(=O)O)(=O)O.C(CCCCCCCCC)(N)N